CN(C=1SC2=C(N1)COC=1C=C(C=CC12)C=1C=NNC1)C1CC(NC(C1)(C)C)(C)C N-Methyl-7-(1H-pyrazol-4-yl)-N-(2,2,6,6-tetramethyl-piperidin-4-yl)-4H-chromeno[3,4-d]thiazol-2-amine